C(#N)CC1(CCN(CC1)CC1=CC(=CC=C1)OC)N1N=C(C(=C1)C(=O)N)NC(=O)C1CC1 1-[4-(cyanomethyl)-1-[(3-methoxyphenyl)methyl]-4-piperidyl]-3-(cyclopropanecarbonylamino)pyrazole-4-carboxamide